ClCC=1C(=NC2=CC=NC=C2C1)OC 3-(chloromethyl)-2-methoxy-1,6-naphthyridine